N-(allyloxycarbonyl)threonine C(C=C)OC(=O)N[C@@H]([C@H](O)C)C(=O)O